tris(trifluoroethoxy)methane FC(COC(OCC(F)(F)F)OCC(F)(F)F)(F)F